(S)-6-((3-methylpiperidin-1-yl)methyl)-4-(trifluoromethyl)isoindolin-1-one C[C@@H]1CN(CCC1)CC1=CC(=C2CNC(C2=C1)=O)C(F)(F)F